2,6-dichloro-fluorobenzene ClC1=C(C(=CC=C1)Cl)F